C1(=CC=C(C=C1)N(C1=CC=C(C=2C(C3=CC=CC=C3C12)(C)C)C=1C=CC=2N(C3=CC=CC=C3C2C1)C1=CC=CC=C1)C1=CC=C(C=C1)C1=CC=CC=C1)C1=CC=CC=C1 Bis-biphenyl-4-yl-[9,9-dimethyl-1-(9-phenyl-9H-carbazol-3-yl)-9H-fluoren-4-yl]amine